CC(CC=O)CC(=CCC)C 3,5-dimethyloct-5-enal